C1(=CC=CC=C1)CC(=O)O.N[C@@H](CCCN)C(=O)O L-Ornithine Phenylacetate